5-chloro-1'-[[1-(2-methylsulfonylethyl)pyrazol-4-yl]methyl]spiro[indoline-3,4'-piperidine] ClC=1C=C2C(=CC1)NCC21CCN(CC1)CC=1C=NN(C1)CCS(=O)(=O)C